((3-fluoro-2-methoxy-4-(piperazin-1-yl)phenyl)amino)piperidine-2,6-dione FC=1C(=C(C=CC1N1CCNCC1)NN1C(CCCC1=O)=O)OC